C[C@@H]1C=2C=CC=NC2CCN1 (R)-5-methyl-5,6,7,8-tetrahydro-1,6-naphthyridine